4-(1-methyl-1H-pyrazol-3-yl)-1-{[(2S)-5-oxopyrrolidin-2-yl]methoxy}-7-(propan-2-yloxy)isoquinoline-6-carboxamide CN1N=C(C=C1)C1=CN=C(C2=CC(=C(C=C12)C(=O)N)OC(C)C)OC[C@H]1NC(CC1)=O